6,7-dichloro-4-hydroxy-1-(2-isopropyl-4-vinylpyridin-3-yl)-2-oxo-1,2-dihydro-1,8-naphthyridine-3-carbonitrile ClC=1C=C2C(=C(C(N(C2=NC1Cl)C=1C(=NC=CC1C=C)C(C)C)=O)C#N)O